COC(=O)C=1SC(=C(C1Br)Br)Br 3,4,5-tribromothiophene-2-carboxylic acid methyl ester